Racemic-tert-butyl-3-((tert-butoxycarbonyl)amino)-3-formylazepane-1-carboxylate C(C)(C)(C)OC(=O)N1C[C@](CCCC1)(C=O)NC(=O)OC(C)(C)C |r|